1-(2-chlorophenyl)ethan-1-ol ClC1=C(C=CC=C1)C(C)O